N-methyl-trimethylsilylpyrrolidinium bis(trifluoromethylsulfonyl)imide salt [N-](S(=O)(=O)C(F)(F)F)S(=O)(=O)C(F)(F)F.C[N+]1(CCCC1)[Si](C)(C)C